carbamic acid (S)-tert-butyl ester C(C)(C)(C)OC(N)=O